FC1=C(C=CC(=C1)C(F)(F)F)C=1CCCCN1 6-[2-fluoro-4-(trifluoromethyl)phenyl]-2,3,4,5-tetrahydropyridine